C(CCCCCCCCCCCCCCCCC)(=O)OC[C@@H](OC(CCCCCCCCCCCCCCCCC)=O)CO 1,2-bis-stearoyl-sn-glycerol